ClC=1C=C(C=C2C=C(N=CC12)NC(=O)[C@H]1[C@H](C1)F)N1[C@@H](CCC1=O)CC |&1:19| (±)-cis-N-[8-chloro-6-(2-ethyl-5-oxo-pyrrolidin-1-yl)-3-isoquinolyl]-2-fluoro-cyclopropanecarboxamide